tert-butyl N-[(1S)-1-[3-(3-fluorophenyl)-1,2,4-oxadiazol-5-yl]ethyl]carbamate FC=1C=C(C=CC1)C1=NOC(=N1)[C@H](C)NC(OC(C)(C)C)=O